1-[4-nitro-2-(trifluoromethyl)phenyl]piperidin-4-one [N+](=O)([O-])C1=CC(=C(C=C1)N1CCC(CC1)=O)C(F)(F)F